Cl.FC(CC(C)(N)C)(F)F 4,4,4-Trifluoro-2-methyl-butan-2-amine hydrochloride